CC1=NN(C2=CC(=CC=C12)N)COCC[Si](C)(C)C 3-methyl-1-((2-(trimethylsilyl)ethoxy)methyl)-1H-indazol-6-amine